CC1=C(C=2C=CN=C(C2C=C1)NC1=C(C(=CC(=C1F)F)F)F)N 6-methyl-N1-(2,3,5,6-tetrafluorophenyl)isoquinoline-1,5-diamine